1,2-Dilinoleylcarbamoyl-oxy-3-dimethylaminopropane C(CCCCCCC\C=C/C\C=C/CCCCC)C(C(CN(C)C)CCCCCCCC\C=C/C\C=C/CCCCC)OC(N)=O